C(C)(C)(C)OC(=O)N1C[C@H](CC=C1C=1C=NC(=C(C1)C)OC)C.COC1=NC=C(C=C1C)C=1CC[C@@H](CN1)C |r| 2-Methoxy-3-methyl-5-[rac-(3S)-3-methyl-2,3,4,5-tetrahydropyridin-6-yl]pyridine tert-Butyl-rac-(3S)-6-(6-methoxy-5-methyl-3-pyridyl)-3-methyl-3,4-dihydro-2H-pyridine-1-carboxylate